[Pt+2].C(C)[Si](C(C(=O)C1=CC=CC=C1)C(=O)CC)(OC)OC.C(C)[Si](C(C(=O)C1=CC=CC=C1)C(=O)CC)(OC)OC bis[2-(ethyldimethoxysilyl)1-phenyl-3-ethyl-1,3-propanedione] platinum (II)